2-(2-(5,5-Dimethyltetrahydrofuran-2-yl)-5-fluorophenyl)acetic acid tert-butyl ester C(C)(C)(C)OC(CC1=C(C=CC(=C1)F)C1OC(CC1)(C)C)=O